nicotine bitartrate OC(=O)C(O)C(O)C(=O)O.N1=CC=CC(=C1)C1N(C)CCC1